((R)-4-(2-aminooxazolo[4,5-c]pyridin-7-yl)morpholin-2-yl)((S)-8-chloro-6-fluoro-1-methyl-3,4-dihydroisoquinolin-2(1H)-yl)methanone NC=1OC2=C(C=NC=C2N2C[C@@H](OCC2)C(=O)N2[C@H](C3=C(C=C(C=C3CC2)F)Cl)C)N1